tert-butyl 3-acetyl-2-fluoro-5-(trifluoromethyl)benzoate C(C)(=O)C=1C(=C(C(=O)OC(C)(C)C)C=C(C1)C(F)(F)F)F